2-[1-benzofuran-5-yl-(hydroxy)methyl]benzo[b]thiophene 1,1-dioxide O1C=CC2=C1C=CC(=C2)C(C2=CC1=C(S2(=O)=O)C=CC=C1)O